FC1=CC=C(C=C1)C1(CCN(CC1)C1=CN=CC(=N1)C(=O)NCC(C1=CC=CC=C1)O)O 6-(4-(4-fluorophenyl)-4-hydroxypiperidin-1-yl)-N-(2-hydroxy-2-phenylethyl)pyrazine-2-carboxamide